2-methyl-6-nitrophenylnaphthalen-1-yl (S)-[1,1'-biphenyl]-4-yl phosphonate P(OC1=C(C=CC2=CC=CC=C12)C1=C(C=CC=C1[N+](=O)[O-])C)(OC1=CC=C(C=C1)C1=CC=CC=C1)=O